COC(=O)[C@@H]1C[C@H](CCC1)OC=1C(=NC(=CC1)C=1N=NN(C1CNC1=NC=CC(=N1)C(F)F)C)C1CC1 (1S,3S)-3-((2-cyclopropyl-6-(5-(((4-(difluoromethyl)pyrimidin-2-yl)amino)methyl)-1-methyl-1H-1,2,3-triazol-4-yl)pyridin-3-yl)oxy)cyclohexane-1-carboxylic acid methyl ester